C(C)(C)(C)C(=[NH+][O-])C1=CC=CC=C1 t-butyl-phenylnitrone